3-{Bis[(4-methoxyphenyl)methyl]amino}-6-methoxy-1,2-diazepine-4-carbaldehyde COC1=CC=C(C=C1)CN(C1=NNC=C(C=C1C=O)OC)CC1=CC=C(C=C1)OC